tert-butyl (R)-(2-hydroxy-2-(methyl-d3)-1-(4-((1-methylcyclopentyl)methoxy)phenyl)propyl-3,3,3-d3)carbamate OC([C@@H](C1=CC=C(C=C1)OCC1(CCCC1)C)NC(OC(C)(C)C)=O)(C([2H])([2H])[2H])C([2H])([2H])[2H]